n-butylsodium C(CCC)[Na]